Bis(3,5-difluorophenyl)sulfoxide FC=1C=C(C=C(C1)F)S(=O)C1=CC(=CC(=C1)F)F